(S)-5-benzyl-N-(7,9-difluoro-2-oxo-1,2,3,4-tetrahydrospiro[benzo[b]azepin-5,1'-cyclopropan]-3-yl)-4H-1,2,4-triazole-3-carboxamide C(C1=CC=CC=C1)C=1NC(=NN1)C(=O)N[C@H]1CC2(CC2)C2=C(NC1=O)C(=CC(=C2)F)F